FC(C(=O)O)(F)F.ClC=1C=C(C(=C(C1)NS(=O)(=O)N1CC(C1)F)F)C=1C(=NN(C1)C1=C(C=C(C=C1)N1CCNCC1)F)C1=CC=NC=C1 N-(5-chloro-2-fluoro-3-{1-[2-fluoro-4-(piperazin-1-yl)phenyl]-3-(pyridin-4-yl)pyrazol-4-yl}phenyl)-3-fluoroazetidine-1-sulfonamide trifluoroacetic acid salt